ClC=1C(=NC=CC1)C(=O)NC1(CCN(CC1)C1=NC=C(C=C1)C=1C=2N(C=C(C1)N1CC(C1)(C)O)N=CC2C#N)C 3-Chloro-N-(1-(5-(3-cyano-6-(3-hydroxy-3-methylazetidin-1-yl)pyrazolo[1,5-a]pyridine-4-yl)pyridin-2-yl)-4-methylpiperidin-4-yl)picolinamide